FC1=C(C=C(C=C1)CO)B(O)O 2-fluoro-5-(hydroxymethyl)phenylboronic acid